FC1([C@H](N(C[C@H]1N(CC1=CC=C(C=C1)OC)S(=O)(=O)C)C(=O)OC(C)(C)C)COS(=O)(=O)C)F tert-Butyl (2R,4R)-3,3-difluoro-4-{(methanesulfonyl) [(4-methoxyphenyl)methyl]amino}-2-{[(methanesulfonyl)oxy]methyl}pyrrolidine-1-carboxylate